COC(=O)C1=NN(C(=C1NC(CC)=O)Cl)C1OCCCC1 5-chloro-4-(N-methylacetylamino)-1-(tetrahydro-2H-pyran-2-yl)-1H-pyrazole-3-carboxylic acid methyl ester